(R)-1-((7-cyano-2-(3'-(5-isopropyl-4,5,6,7-tetrahydrothiazolo[5,4-c]pyridin-2-yl)-2,2'-dimethyl-[1,1'-biphenyl]-3-yl)benzo[d]oxazol-5-yl)methyl)-N-methylpyrrolidine-3-carboxamide C(#N)C1=CC(=CC=2N=C(OC21)C=2C(=C(C=CC2)C2=C(C(=CC=C2)C=2SC=1CN(CCC1N2)C(C)C)C)C)CN2C[C@@H](CC2)C(=O)NC